NC1=CC(=NC=N1)NC1=CC(=C2N(C1=O)[C@@]1(NC2=O)[C@@H]2CC[C@H](C1)C2)C (1R,2R,4S)-6'-((6-Aminopyrimidin-4-yl)amino)-8'-methyl-2'H-spiro[bicyclo[2.2.1]heptane-2,3'-imidazo[1,5-a]pyridine]-1',5'-dione